1-(diethoxymethylsilyl)-1-(triethoxysilyl)methane C(C)OC(OCC)[SiH2]C[Si](OCC)(OCC)OCC